C(C)OC1=CC=C(C=N1)C1=CN=CC(=N1)C(=O)NO[C@H](C)C1=C(C=CC(=C1)OC)F (R)-6-(6-ethoxypyridin-3-yl)-N-(1-(2-fluoro-5-methoxyphenyl)ethoxy)pyrazine-2-carboxamide